C(C)N1N=CC(=C1C1=CC=2N(C=C1)N=C(C2)NC(=O)C2CC2)OC[C@H]2CNCC2 N-[5-[2-ethyl-4-[[(3R)-pyrrolidin-3-yl]methoxy]pyrazol-3-yl]pyrazolo[1,5-a]pyridin-2-yl]cyclopropanecarboxamide